2-((S)-3-Cyclohexyl-2-(1H-indole-2-carboxamido)propanamido)-3-(2-oxo-1-azaspiro[4.5]decan-3-yl)propanoate C1(CCCCC1)C[C@@H](C(=O)NC(C(=O)[O-])CC1C(NC2(C1)CCCCC2)=O)NC(=O)C=2NC1=CC=CC=C1C2